1-(tert-butyl) 3-methyl (S)-4-(4-((tert-butoxycarbonyl)amino)-3'-(trifluoromethyl)-[1,1'-biphenyl]-3-carbonyl)piperazine-1,3-dicarboxylate C(C)(C)(C)OC(=O)NC1=C(C=C(C=C1)C1=CC(=CC=C1)C(F)(F)F)C(=O)N1[C@@H](CN(CC1)C(=O)OC(C)(C)C)C(=O)OC